2-[(2-Fluoroacetyl)-[[(2S)-1-[4-(4-methoxyphenyl)phenyl]sulfonylpyrrolidine-2-carbonyl]amino]amino]acetamide FCC(=O)N(CC(=O)N)NC(=O)[C@H]1N(CCC1)S(=O)(=O)C1=CC=C(C=C1)C1=CC=C(C=C1)OC